COC(C1=C(N=CC(=C1)C=1C=C2C=CC3(CCN(CC3)C3CCOCC3)C2=CC1)N)=O 2-amino-5-(1'-(tetrahydro-2H-pyran-4-yl)spiro[inden-1,4'-piperidin]-5-yl)nicotinic acid methyl ester